((methyl(((S)-5-oxopyrrolidin-2-yl)methyl)amino)methyl)-4H-pyrido[1,2-a]pyrimidin-4-one CN(C[C@H]1NC(CC1)=O)CC=1N=C2N(C(C1)=O)C=CC=C2